diamino borate B(ON)(ON)[O-]